N[C@@H]1C2=CC=CC=C2CC12CCN(CC2)C=2N(C(C(=CN2)C#CCC2=C(C#N)C(=CC=C2)O)=O)C (S)-2-(3-(2-(1-amino-1,3-dihydrospiro[indene-2,4'-piperidine]-1'-yl)-1-methyl-6-oxo-1,6-dihydropyrimidin-5-yl)prop-2-yn-1-yl)-6-hydroxybenzonitrile